2-vinyl-3,5-dimethyl-pyrazine C(=C)C1=NC=C(N=C1C)C